The molecule is a class I yanuthone that is 22-deacetylyanuthone A in which the primary alcohol has been esterified by condensation with one of the carboxy groups of 3-hydroxy-3-methylglutaric acid. It has a role as an Aspergillus metabolite. It is a class I yanuthone, a dicarboxylic acid monoester, a tertiary alcohol and a secondary alcohol. It derives from a 22-deacetylyanuthone A and a 3-hydroxy-3-methylglutaric acid. CC(=CCC/C(=C/CC/C(=C/C[C@]12[C@H](O1)[C@@H](C(=CC2=O)COC(=O)CC(C)(CC(=O)O)O)O)/C)/C)C